CO[C@H]1[C@@H](CCCC1)OC=1C=C2CN(C(C2=CC1)=O)C1C(NC(CC1)=O)=O 3-(5-(((1r,2r)-2-methoxycyclohexyl)oxy)-1-oxoisoindolin-2-yl)piperidine-2,6-dione